C1C[C@H](N(C1)C(=O)[C@@H]2CCCN2C(=O)[C@H](CCC[NH+]=C(N)N)[NH3+])C(=O)NCC(=O)N[C@@H](CC3=CC=CC=C3)C(=O)N[C@@H](CO)C(=O)N4CCC[C@H]4C(=O)[O-] The molecule is a peptide cation obtained by deprotonation of the carboxy group and protonation of the primary amino and guanidino groups of [des-Phe(8), des-Arg(9)]-bradykinin. It is the major species at pH 7.3. It is a conjugate acid of a [des-Phe(8), des-Arg(9)]-bradykinin.